C1(CCCC1)CN1COC2=C(C1=O)C=C(C=C2)OC2=CC(=NC=C2)C=2C=NN(C2)C 3-(cyclopentylmethyl)-6-{[2-(1-methylpyrazol-4-yl)-4-pyridyl]oxy}-2H-1,3-benzoxazin-4-one